C(C)(C)(C)OC(NCC#CC=1OC(=CC1)C(NCCCN)=O)=O (3-(5-((3-aminopropyl)carbamoyl)furan-2-yl)prop-2-yn-1-yl)carbamic acid tert-butyl ester